tert-butyl 3-bromo-2-oxo-1,5,7,8-tetrahydro-1,6-naphthyridine-6(2H)-carboxylate BrC=1C(NC=2CCN(CC2C1)C(=O)OC(C)(C)C)=O